CC=1N(C=C(N1)C(C)=O)C(C1=CC=CC=C1)(C1=CC=CC=C1)C1=CC=CC=C1 1-[2-methyl-1-(triphenylmethyl)imidazol-4-yl]ethanone